COC(=O)C12CCC(CC1)(C2)CN(C)CC=2C(=NC(=CC2)C2=C(C(=CC=C2)Br)Cl)OC 4-((((6-(3-bromo-2-chlorophenyl)-2-methoxypyridin-3-yl)methyl)(methyl)amino)methyl)bicyclo[2.2.1]heptane-1-carboxylic acid methyl ester